(+)-r-Pinene C12=C(CC[C@@H](C1(C)C)C2)C